Trishydroxyethyl Tristhiopropionate C(CC)(=S)OCCO.C(CC)(=S)OCCO.C(CC)(=S)OCCO